ethyl 2-(cyclopent-1-enecarbonyl)-malonate C1(=CCCC1)C(=O)C(C(=O)OCC)C(=O)[O-]